[N+](=O)([O-])C1=C(OC2COC2)C=CC=C1 3-(2-nitrophenoxy)oxetane